C12C3CCCCC3C(C=C1)C2 tricyclo[6.2.1.02,7]undec-9-ene